FC(CC1=CC2=C(S1)[C@@]1(C[C@@H](N(CC1)C[C@@H](C(=O)N)O)C)OCC2)F (2S)-3-[(2'S,7R)-2-(2,2-difluoroethyl)-2'-methyl-spiro[4,5-dihydrothieno[2,3-c]pyran-7,4'-piperidine]-1'-yl]-2-hydroxy-propionamide